N1=C(N=CC2=C1SC=1N2C=CN1)C(=O)N imidazo[2',1':2,3]thiazolo[5,4-d]pyrimidine-2-carboxamide